CN1C=NC(=C1)S(=O)(=O)N[C@@H]1CN(C[C@H]1OCC1=CC=C(C=C1)C(F)(F)F)C(=O)OC(C)(C)C tert-butyl trans-3-(1-methyl-1H-imidazole-4-sulfonamido)-4-(4-(trifluoromethyl)benzyloxy)pyrrolidine-1-carboxylate